5-bromo-6-fluoro-1,3-dihydrobenzo[c]thiophene BrC1=CC2=C(CSC2)C=C1F